4-({5-[(3S)-3-aminopyrrolidin-1-yl]imidazo[1,2-c]pyrimidin-8-yl}sulfanyl)-3-chloropyridin-2-amine N[C@@H]1CN(CC1)C1=NC=C(C=2N1C=CN2)SC2=C(C(=NC=C2)N)Cl